O1[C@@H]2[C@H](CC1)CC=C2C(=O)O cis-3,3a,4,6a-tetrahydro-2H-cyclopenta[b]furan-6-carboxylic acid